N[C@H]1CC[C@H](CC1)OC=1C=CC2=C(\C(\C(C=3C(=NC=NC23)N)(C)C)=N/OCCCCF)C1 (6Z)-8-(cis-4-aminocyclohexyloxy)-6-(4-fluorobutoxyimino)-5,5-dimethyl-benzo[h]quinazolin-4-amine